ClC=1C(=CC2=C(N(C(O2)=O)C(C(=O)OCC(CO)(CO)N)C)C1)OCCC(F)(F)F 2-amino-2-(hydroxymethyl)propane-1,3-diol 3-(5-chloro-2-oxo-6-(3,3,3-trifluoropropoxy)benzo[d]oxazol-3(2H)-yl)propanoate